BrC1=CC=C2C(=NN(C2=C1OC)C)I 6-bromo-3-iodo-7-methoxy-1-methyl-indazole